The molecule is a trisaccharide that is beta-D-galactopyranosyl-(1->2)-alpha-D-glucopyranoside in which the anomeric hydroxy group has been converted into the corresponding alpha-D-glucopyranosyl derivative. C([C@@H]1[C@@H]([C@@H]([C@H]([C@@H](O1)O[C@@H]2[C@H]([C@@H]([C@H](O[C@@H]2O[C@@H]3[C@@H]([C@H]([C@@H]([C@H](O3)CO)O)O)O)CO)O)O)O)O)O)O